C(N)(=O)C1=CC=C(C2=CN(N=C12)C)N1CCC(CC1)N(C(OC(C)(C)C)=O)C1CC1 tert-butyl N-[1-(7-carbamoyl-2-methyl-indazol-4-yl)-4-piperidyl]-N-cyclopropyl-carbamate